C(C)(C)(C)OC(=O)NCC(CNC)OC1=NC(=NC(=C1)C1=C(C=CC=C1C)C)NS(=O)(=O)C=1C=C(C(=O)O)C=CC1 3-({4-[(1-{[(tert-Butoxy)carbonyl]amino}-3-(methylamino)propan-2-yl)oxy]-6-(2,6-dimethylphenyl)pyrimidin-2-yl}sulfamoyl)benzoic acid